C(C)C1(CC=C(C=C1)C(=O)OCCCCC[Si](OCO)(OC)OC)O p-ethylhydroxy-5-(p-hydroxyphenylcarbonyloxy)pentyltrimethoxysilane